CC(C(=O)O)(CC(C)C)N=C=O.CN[C@@H](CC(C)C)C(=O)N=C=O methyl-leucine isocyanate (Methyl 2-isocyanato-4-Methyl pentanoate)